C(#N)CCN(C1CC1)C1CC1 N-(2-cyanoethyl)-N,N-dicyclopropyl-amine